trans-2-(3-tolyl)vinylboronic acid C1(=CC(=CC=C1)/C=C/B(O)O)C